Cl\C(=C/[C@@H]1C([C@@H]1C(=O)O[C@@H](C1=CC(=CC=C1)OC1=CC=CC=C1)C#N)(C)C)\C(F)(F)F (S)-α-cyano-3-phenoxybenzyl (Z)-(1R,3R)-3-(2-chloro-3,3,3-trifluoroprop-1-enyl)-2,2-dimethylcyclopropanecarboxylate